O=C(COCC(C)NC(OCCCC)=O)C1=CC=C(C=C1)C(F)(F)F butyl (1-(2-oxo-2-(4-(trifluoromethyl)phenyl)ethoxy)propan-2-yl)carbamate